C(#N)C1=C(C=CC(=C1)N1C=CC=C1)C(=N)N(C)C (2-cyano-4-(1H-pyrrol-1-yl)phenyl)-N,N-dimethylformamidine